CN1C=CN2C(C(C1)=C)=CC=N2 6-methyl-4-methylene-5,6-dihydro-4H-pyrazolo[1,5-d][1,4]diazepin